NC=1C2=C(N=CN1)N(C=C2Br)[C@@H]2O[C@@H]([C@H]([C@H]2O)O)\C=C\CCCN2CCC(CC2)F (2R,3R,4S,5R)-2-{4-amino-5-bromo-7H-pyrrolo[2,3-d]pyrimidin-7-yl}-5-[(1E)-5-(4-fluoropiperidin-1-yl)pent-1-en-1-yl]oxolane-3,4-diol